N-(6-(3-fluorobenzyl)pyridazin-3-yl)-1-methyl-6-oxo-1,6-dihydropyridine-3-carboxamide FC=1C=C(CC2=CC=C(N=N2)NC(=O)C2=CN(C(C=C2)=O)C)C=CC1